methyl 5-methoxy-2-(4-methylpiperazin-1-yl)-4-nitrobenzoate COC=1C(=CC(=C(C(=O)OC)C1)N1CCN(CC1)C)[N+](=O)[O-]